FC=1C=C(C=CC1C1(CC1)C)[C@@H](N)C1=CC=CC=C1 (S)-(3-fluoro-4-(1-methylcyclopropyl)phenyl)(phenyl)methanamine